tert-butyl 6-[[1-[5-(4,4,5,5-tetramethyl-1,3,2-dioxaborolan-2-yl)-2-pyridyl]-4-piperidyl]methyl]-2,6-diazaspiro[3.3]heptane-2-carboxylate CC1(OB(OC1(C)C)C=1C=CC(=NC1)N1CCC(CC1)CN1CC2(CN(C2)C(=O)OC(C)(C)C)C1)C